3-(methacryloyloxy)propyldimethylchlorosilane sodium 2,4,6-trimethylbenzenesulfinate CC1=C(C(=CC(=C1)C)C)S(=O)[O-].[Na+].C(C(=C)C)(=O)OCCC[Si](Cl)(C)C